3-[4-(3-hydroxypropoxy)-5,6-dimethyl-2-[4-(trifluoromethyl)anilino]-3-pyridyl]-4H-1,2,4-oxadiazol-5-one OCCCOC1=C(C(=NC(=C1C)C)NC1=CC=C(C=C1)C(F)(F)F)C1=NOC(N1)=O